COC1=CC=C(C=C1)C(OC[C@]1(COC[C@@H](O1)N1C(N=C(C=C1)NC(C1=CC=CC=C1)=O)=O)CO)(C1=CC=CC=C1)C1=CC=C(C=C1)OC N-[1-[(2R,6R)-6-[[bis(4-methoxyphenyl)-phenyl-methoxy]methyl]-6-(hydroxymethyl)-1,4-dioxan-2-yl]-2-oxo-pyrimidin-4-yl]benzamide